Cl.CC1(C[C@H]2[C@@H](NC1)C1=C(O2)C=C(C=C1)OC(F)(F)F)C (4aS,9bS)-3,3-dimethyl-7-(trifluoromethoxy)-1,2,3,4,4a,9b-hexahydrobenzofuro[3,2-b]pyridine hydrochloride